5-cyano-N-(3-(2-methoxypyridin-4-yl)-1H-indazol-5-yl)-3-(trifluoromethyl)picolinamide C(#N)C=1C=C(C(=NC1)C(=O)NC=1C=C2C(=NNC2=CC1)C1=CC(=NC=C1)OC)C(F)(F)F